N-[2-(dimethylamino)ethyl]-N-methyl-3-({4-[({2-[methyl(methylsulfonyl)amino]pyridin-3-yl}methyl)amino]-5-(trifluoromethyl)pyrimidin-2-yl}amino)benzamide CN(CCN(C(C1=CC(=CC=C1)NC1=NC=C(C(=N1)NCC=1C(=NC=CC1)N(S(=O)(=O)C)C)C(F)(F)F)=O)C)C